1-(cyclohexylmethyl)-N-((5-(5-(difluoromethyl)-1,3,4-oxadiazol-2-yl)pyridin-2-yl)methyl)-3-fluoro-N-phenylazetidine-3-carboxamide C1(CCCCC1)CN1CC(C1)(C(=O)N(C1=CC=CC=C1)CC1=NC=C(C=C1)C=1OC(=NN1)C(F)F)F